(R)-N-(5-(5-ethyl-1,2,4-oxadiazol-3-yl)-2,3-dihydro-1H-inden-1-yl)pyridazine-4-carboxamide C(C)C1=NC(=NO1)C=1C=C2CC[C@H](C2=CC1)NC(=O)C1=CN=NC=C1